N1N=NN=C1/C=C/C=1C=CC(=C(C1)O)C=1N=NC(=CC1)N(C)C1C[C@]2(CC[C@@](C1)(N2)C)C 5-((E)-2-(1H-tetrazol-5-yl)vinyl)-2-(6-(((1R,3s,5S)-1,5-dimethyl-8-azabicyclo[3.2.1]octan-3-yl)(methyl)amino)pyridazin-3-yl)phenol